C(CCC)O.[B] boron butanol